2,3-dibromo-1-naphthol BrC1=C(C2=CC=CC=C2C=C1Br)O